C(C(C)C)C1=CC=C(C=C1)CCC(=O)CS(=O)(=O)N (-)-[(4-isobutylphenyl)propionyl]-methanesulfonamide